(R or S)-2-((5-phenyl-1,3,4-thiadiazol-2-yl)methyl)hexahydro-2H-pyrido[1,2-a]pyrazine-3,4-dione C1(=CC=CC=C1)C1=NN=C(S1)CN1C[C@@H]2N(C(C1=O)=O)CCCC2 |o1:14|